ClC1=C(C(N(C2=CC=C(C=C12)F)C)=O)[N+](=O)[O-] 4-Chloro-6-fluoro-1-methyl-3-nitroquinolin-2(1H)-one